C(#N)C=1C(=NC(=CC1C=1SC=CC1)C)SCC(=O)NC1=CC=C(C=C1)F 2-((3-cyano-6-methyl-4-(thiophen-2-yl)pyridin-2-yl)thio)-N-(4-fluorophenyl)acetamide